7-chloro-1-(cyclohex-1-en-1-yl)-4-(dimethylamino)quinazolin-2(1H)-one ClC1=CC=C2C(=NC(N(C2=C1)C1=CCCCC1)=O)N(C)C